(S)-2-(((S)-6-chloro-8-fluoro-1,2,3,4-tetrahydronaphthalen-2-yl)amino)-N-(1-(2-methyl-1-(pivaloyl)propan-2-yl)-1H-imidazol-4-yl)pentanamide dihydrobromide Br.Br.ClC=1C=C2CC[C@@H](CC2=C(C1)F)N[C@H](C(=O)NC=1N=CN(C1)C(CC(C(C)(C)C)=O)(C)C)CCC